CC=1C=C(C=NNC2=C3N=CN(C3=NC(=N2)N2CCOCC2)CC(=O)C2=C(C=CC=C2)C(F)(F)F)C=CC1 2-(6-(2-(3-methylbenzylidene)hydrazinyl)-2-morpholino-9H-purin-9-yl)-1-(2-(trifluoromethyl)phenyl)ethan-1-one